CC(CCCCCCCC)OCCO 2-[(1-methylnonyl)oxy]ethanol